methyl 1-cyclopropyl-4-(4,4,5,5-tetramethyl-1,3,2-dioxaborolan-2-yl)-1H-pyrazole-3-carboxylate C1(CC1)N1N=C(C(=C1)B1OC(C(O1)(C)C)(C)C)C(=O)OC